rac-1-tert-butyl 2-methyl 4,4-dimethylpyrrolidine-1,2-dicarboxylate CC1(C[C@@H](N(C1)C(=O)OC(C)(C)C)C(=O)OC)C |r|